ClC1=C(CCC(C1)C(C)C)C (-)-chloro-menthene